5-[[(2R,3R,4S,5R)-3-(3,4-Difluoro-2-methoxy-phenyl)-4,5-dimethyl-5-(trifluoromethyl)tetrahydrofuran-2-carbonyl]amino]pyridin-3-carboxamid FC=1C(=C(C=CC1F)[C@@H]1[C@@H](O[C@]([C@H]1C)(C(F)(F)F)C)C(=O)NC=1C=C(C=NC1)C(=O)N)OC